6-(piperidin-4-yl)thieno[3,2-c]pyridazine N1CCC(CC1)C1=CC=2N=NC=CC2S1